(4-amino-butyl)(8-amino-octyl)amine NCCCCNCCCCCCCCN